methyl 3-((5-cyclopropylpyrimidin-4-yl) oxy)-2,2-dimethylpropionate C1(CC1)C=1C(=NC=NC1)OCC(C(=O)OC)(C)C